dimethyl-[N1,N2-bis((1H-pyrrol-2-yl)methyl)-N1,N2-dimethylethane-1,2-diamine] hafnium [Hf].CC(C(N(C)CC=1NC=CC1)C)N(C)CC=1NC=CC1